1-(1-methyl-1H-indazol-5-yl)-1H-benzo[d]imidazol-2(3H)-one CN1N=CC2=CC(=CC=C12)N1C(NC2=C1C=CC=C2)=O